3,7-di(1H-indazol-5-yl)-8-methyl-10-(2-(3-(trifluoromethyl)-5,6-dihydro-[1,2,4]triazolo[4,3-a]pyrazin-7(8H)-yl)ethyl)-10H-benzo[b]pyrido[2,3-e][1,4]oxazine N1N=CC2=CC(=CC=C12)C1=CC2=C(N(C3=C(O2)C=C(C(=C3)C)C=3C=C2C=NNC2=CC3)CCN3CC=2N(CC3)C(=NN2)C(F)(F)F)N=C1